(S)-2-((S)-4,4-difluoro-3-(6-oxo-1,6-dihydropyridin-3-yl)piperidin-1-yl)-N-(quinolin-2-yl)propionamide FC1([C@H](CN(CC1)[C@H](C(=O)NC1=NC2=CC=CC=C2C=C1)C)C1=CNC(C=C1)=O)F